CN1C=NC2=C1C=CC(=C2)C=2C(=C1C(=NC2)NC=C1)N1CCC2(CCNC2=O)CC1 8-(5-(1-methyl-1H-benzo[d]imidazol-5-yl)-1H-pyrrolo[2,3-b]pyridin-4-yl)-2,8-diazaspiro[4.5]decan-1-one